7-fluoro-3-oxo-2,3-dihydro-1H-indene-4-sulfonyl chloride FC1=CC=C(C=2C(CCC12)=O)S(=O)(=O)Cl